(S)-2-(1-Acryloylpiperidin-2-yl)-1-amino-4-(4-((4-(trifluoromethyl)pyridin-2-yl)carbamoyl)phenyl)-1H-imidazol-5-carboxamid C(C=C)(=O)N1[C@@H](CCCC1)C=1N(C(=C(N1)C1=CC=C(C=C1)C(NC1=NC=CC(=C1)C(F)(F)F)=O)C(=O)N)N